2-((((2S,3R)-6,6-Difluoro-2-methylmorpholin-3-yl)methyl)amino)-5-(trifluoromethyl)nicotinonitrile hydrochloride Cl.FC1(O[C@H]([C@H](NC1)CNC1=C(C#N)C=C(C=N1)C(F)(F)F)C)F